NC=1N=CC2=C(N1)N(C=C2)C=2C=CC(=C(C2)C#CC(C)(O)C=2SC=CN2)NCCOC 4-(5-(2-amino-7H-pyrrolo[2,3-d]pyrimidin-7-yl)-2-((2-methoxyethyl)amino)phenyl)-2-(thiazol-2-yl)-but-3-yn-2-ol